2-chloro-6-ethoxy-4-[2-methyl-4-(4-methyl-1,2,4-triazol-3-yl)-pyrazol-3-yl]-pyridine ClC1=NC(=CC(=C1)C=1N(N=CC1C1=NN=CN1C)C)OCC